CC1OCCN(C1)C=1C=CC=2N(C1)N=C(N2)C2=CN=C(C1=CN=C(C=C21)NC2=NC=CC=C2)N 4-(6-(2-methylmorpholino)-[1,2,4]triazolo[1,5-a]pyridin-2-yl)-N6-(pyridin-2-yl)-2,7-naphthyridine-1,6-diamine